S1SNC(=C1)C(=O)O dithiazoloic acid